4-[5-(2-aminoethyl)pyrimidin-2-yl]-3-[5-(dipropylamino)-2-methylpyrazol-3-yl]oxybenzonitrile NCCC=1C=NC(=NC1)C1=C(C=C(C#N)C=C1)OC=1N(N=C(C1)N(CCC)CCC)C